NC1=NC=C(C2=C1C(=C(N2C)C2=CC=C(C=C2)NC(C(=C)F)=O)C=2C=C(C(=NC2)C(=O)NCC(F)(F)F)Cl)C#CCO 5-(4-amino-2-{4-[(2-fluoroacrylamido)]phenyl}-7-(3-hydroxyprop-1-ynyl)-1-methylpyrrolo[3,2-c]pyridin-3-yl)-3-chloro-N-(2,2,2-trifluoroethyl)pyridine-2-carboxamide